FC=1C=C2C(NC(N(C2=CC1)C(C)C)(C)C)=O 6-fluoro-1-isopropyl-2,2-dimethyl-2,3-dihydroquinazolin-4(1H)-one